N-(3-Dimethylaminopropyl)formamide CN(CCCNC=O)C